(2S)-1-(2-((3-chloro-6,7,7a,8,10,11-hexahydro-9H-pyrazino[1,2-d]pyrido[3,2-b][1,4]oxazepin-9-yl)sulfonyl)ethoxy)propan ClC1=CC=2OCCC3N(C2N=C1)CCN(C3)S(=O)(=O)CCOCCC